(1s,3s)-1-methyl-3-((5-(pyrazolo[1,5-a]pyridin-5-yl)-7H-pyrrolo[2,3-d]pyrimidin-2-yl)amino)cyclobutan-1-ol CC1(CC(C1)NC=1N=CC2=C(N1)NC=C2C2=CC=1N(C=C2)N=CC1)O